2-ethylhexyl di(tolyl) phosphate P(=O)(OCC(CCCC)CC)(OC1=C(C=CC=C1)C)OC1=C(C=CC=C1)C